C[C@@H](CC[C@@H](C(=O)O)N)[NH+]=C(N)N The molecule is the cation obtained by protonation of the imine nitrogen of (5S)-5-methyl-L-arginine. It is a conjugate acid of a (5S)-5-methyl-L-arginine.